1-[bis(3-methoxybenzyl)aminocarbonyloxymethoxymethoxy]-5-[bis(3-methoxybenzyl)aminocarbonyloxymethoxymethoxy]-3-(dimethylamino)pentaneN COC=1C=C(CN(C(=O)OCOCOC=CC(CCOCOCOC(=O)N(CC2=CC(=CC=C2)OC)CC2=CC(=CC=C2)OC)N(C)C)CC2=CC(=CC=C2)OC)C=CC1